ethyl (S)-2-(7-(hydroxymethyl)-4,5-dihydro-3H-naphtho[1,2-d][1,2,3]triazol-3-yl)-3-methylbutanoate OCC=1C=C2CCC3=C(N=NN3[C@H](C(=O)OCC)C(C)C)C2=CC1